C1C(CC12CCC1(OCCO1)CC2)C(=O)O 8,11-dioxadispiro[3.2.47.24]tridecane-2-carboxylic acid